FC1(C[C@@H](N(C1)C(=O)C=1N=C(SC1C=1C=NC(=CC1C(F)(F)F)NC1(CCC1)C)C(=O)N[C@@H]1COC[C@@H]1O)C)F 4-((S)-4,4-difluoro-2-methylpyrrolidine-1-carbonyl)-N-(cis-4-hydroxytetrahydrofuran-3-yl)-5-(6-((1-methylcyclobutyl)amino)-4-(trifluoromethyl)pyridin-3-yl)thiazole-2-carboxamide